2-Cyclopropyl-3-fluoroisonicotinonitrile C1(CC1)C=1C(=C(C#N)C=CN1)F